1-[7-[4-(4-Piperidyl)butyl]imidazo[1,2-a]pyridin-3-yl]hexahydropyrimidine-2,4-dione N1CCC(CC1)CCCCC1=CC=2N(C=C1)C(=CN2)N2C(NC(CC2)=O)=O